C(CCC)N=C=O n-butylisocyanate